CC(CC1=CC(=C(C(=C1)COC)O)COC)C1=CC(=C(C(=C1)COC)O)COC 4,4'-(1-methylethylene)bis[2,6-bis(methoxymethyl)phenol]